FC=1C=C(C=CC1)[C@@H]1N(CCC1)C=1C=CC=2N(N1)C(=CN2)C2=NC(=CC=C2)N2CCNCC2 6-[(2R)-2-(3-fluorophenyl)pyrrolidin-1-yl]-3-(6-piperazin-1-yl-2-pyridinyl)imidazo[1,2-b]pyridazine